F[C@H]1[C@@H](O[C@@H]([C@H]1O)CO)N1C=NC=2C(=O)NC(N)=NC12 2'-deoxy-2'-fluoroGuanosine